CC=1C2=C(C=CC1)S(CC1=C2N(N=C1C(=O)O)C1=CC=C(C=C1)CN1CCOCC1)(=O)=O 9-Methyl-1-(4-(morpholinomethyl)phenyl)-1,4-dihydrothiochromeno[4,3-c]pyrazole-3-carboxylic acid 5,5-dioxide